BrC1=C(C=CC(=C1)OC1=C(C=CC=C1)F)C(=O)C1=CNC2=NC=CC(=C21)N[C@H]2CO[C@@H](CC2)CO (2-bromo-4-(2-fluorophenoxy)phenyl)(4-(((3R,6S)-6-(hydroxymethyl)tetrahydro-2H-pyran-3-yl)amino)-1H-pyrrolo[2,3-b]pyridin-3-yl)methanone